C(C)[C@]1(C(OCC=2C(N3CC=4C(=NC=5C=C(C(=CC5C4CN4CC5C(C(C4)C5)O)C)F)C3=CC21)=O)=O)O (4S)-4-ethyl-8-fluoro-4-hydroxy-11-((6-hydroxy-3-azabicyclo-[3.1.1]heptan-3-yl)methyl)-9-methyl-1,12-dihydro-14H-pyrano[3',4':6,7]indolizino[1,2-b]quinoline-3,14(4H)-dione